(S)-1-(2-chloro-4-methoxyphenyl)ethan-1-amine hydrochloride Cl.ClC1=C(C=CC(=C1)OC)[C@H](C)N